2-(4-(3-((2-(((1R,5S,6r)-3-oxabicyclo[3.1.0]hexan-6-yl)amino)pyridin-4-yl)methyl)-4,4-dimethyl-2,5-dioxoimidazolidin-1-yl)phenyl)-2-methylpropanenitrile [C@H]12COC[C@@H]2C1NC1=NC=CC(=C1)CN1C(N(C(C1(C)C)=O)C1=CC=C(C=C1)C(C#N)(C)C)=O